(R)-N-(1-(5-((4-(4-morpholino-7H-pyrrolo[2,3-d]pyrimidin-6-yl)phenyl)amino)pyrimidin-2-yl)piperidin-3-yl)acrylamide O1CCN(CC1)C=1C2=C(N=CN1)NC(=C2)C2=CC=C(C=C2)NC=2C=NC(=NC2)N2C[C@@H](CCC2)NC(C=C)=O